2-benzyloxycarbonyl-2-azaspiro[3.3]heptane-6-carboxylic acid C(C1=CC=CC=C1)OC(=O)N1CC2(C1)CC(C2)C(=O)O